3-((4-benzylpiperidin-1-yl)carbonyl)-1,5,7-trimethyl-1,5-dihydro-4H-pyrrolo[3,2-c]pyridin-4-one C(C1=CC=CC=C1)C1CCN(CC1)C(=O)C1=CN(C2=C1C(N(C=C2C)C)=O)C